Z-allylamide C(C=C)[NH-]